2-Fluorobenzyl ((S)-1-(((S)-1-hydroxy-3-((S)-2-oxopyrrolidin-3-yl)propan-2-yl)amino)-4-methyl-1-oxopentan-2-yl)carbamate OC[C@H](C[C@H]1C(NCC1)=O)NC([C@H](CC(C)C)NC(OCC1=C(C=CC=C1)F)=O)=O